8-amino-2,4-dioxaoctanoic acid NCCCCOCOC(=O)O